FC=1C=C(C=CC1F)C=1C=C2C=CN(C2=C(C1)C(=O)N[C@H](C)C1=CC=C(C(=O)O)C=C1)CC1=CC=C(C=C1)C(F)(F)F (R)-4-(1-(5-(3,4-difluorophenyl)-1-(4-(trifluoromethyl)benzyl)-1H-indole-7-carboxamido)ethyl)benzoic acid